Dimercapto-1,3,4-Thiadiazole SC1=NN=C(S1)S